COC=1C2=C(N=C(N1)SCC1=C(N=CN1C1COC1)C)CCC2 4-methoxy-2-(((4-methyl-1-(oxetan-3-yl)-1H-imidazol-5-yl)methyl)thio)-6,7-dihydro-5H-cyclopenta[d]pyrimidine